2-chloro-6-[4-[4-[6-(cyclopropylmethoxy)-3-pyridyl]-1-methyl-6-oxo-3-pyridyl]pyrazol-1-yl]benzonitrile ClC1=C(C#N)C(=CC=C1)N1N=CC(=C1)C1=CN(C(C=C1C=1C=NC(=CC1)OCC1CC1)=O)C